NC1=C(C=CC(=C1F)NCC1=CC=C(C=C1)C(F)(F)F)NC([C@@H]([C@@H](CCCC)F)F)=O (2S,3R)-N-(2-amino-3-fluoro-4-((4-(trifluoromethyl)benzyl)amino)phenyl)-2,3-difluoroheptanamide